C(C)(C)(C)OC(=O)NCC=1C(=NC=C(C(=O)N[C@@H](CC=2C(=C(C(=O)OC(C)(C)C)C=CC2)OC)B2OC3(C4C(C(CC3O2)C4)(C)C)C)C1)CNC(=O)OC(C)(C)C tert-butyl 3-((2R)-2-(5,6-bis((tert-butoxycarbonylamino)methyl)nicotinamido)-2-(2,9,9-trimethyl-3,5-dioxa-4-bora-tricyclo[6.1.1.02,6]dec-4-yl)ethyl)-2-methoxybenzoate